CS(=O)(=O)OC1C[C@@H]2[C@@H](CN(C2)C(=O)OC(C)(C)C)C1 t-butyl (3aR,5r,6aS)-5-((methyl sulfonyl)oxy)hexahydrocyclopenta[c]pyrrole-2(1H)-carboxylate